N1(CCOCC1)C1=CC=C(C=C1)C(CCC)=O [4-(4-morpholinyl)phenyl]-1-butanone